[Cu].Cl[Al-](Cl)(Cl)Cl.C(C)N1C=[N+](C=C1)C 1-ethyl-3-methylimidazolium tetrachloroaluminate Copper